N-(5-Chloro-2-methyl-4-(2H-1,2,3-triazol-2-yl)phenyl)-1-(1-oxo-1,2-dihydro-isochinolin-5-yl)-5-(trifluoromethyl)-1H-pyrazol-4-carboxamid ClC=1C(=CC(=C(C1)NC(=O)C=1C=NN(C1C(F)(F)F)C1=C2C=CNC(C2=CC=C1)=O)C)N1N=CC=N1